[I-].[NH4+].N12CCN(CC1)CC2 1,4-diazabicyclo[2.2.2]octane ammonium iodide